C(C)(=O)O[C@H](C[C@H](C(C)C)N(C([C@H]([C@H](CC)C)NC(=O)[C@@H]1N(CC[C@H](C1)C)C(=O)OC(C)(C)C)=O)CCCCCC)C=1SC=C(N1)C(=O)O 2-[(1R,3R)-1-(Acetyloxy)-3-[(2S,3S)-2-{[(2R,4R)-1-[(tert-Butoxy)carbonyl]-4-methylpiperidin-2-yl]formamido}-N-hexyl-3-methylpentanamido]-4-methylpentyl]-1,3-thiazole-4-carboxylic acid